2-(6-bromo-2-((4-fluorobenzyl)thio)-4H-imidazo[4,5-b]pyridin-4-yl)-N-(2-methyl-5-(pyrrolidin-3-ylamino)phenyl)butanamide BrC=1C=C2C(N(C1)C(C(=O)NC1=C(C=CC(=C1)NC1CNCC1)C)CC)=NC(=N2)SCC2=CC=C(C=C2)F